N=S(=O)(CCOC)C1=C(C=CC(=C1)C=1C2=C(N=C(N1)N1[C@H](CC1)C)CCC2)OC imino(2-methoxy-5-(2-((S)-2-methylazetidin-1-yl)-6,7-dihydro-5H-cyclopenta[d]pyrimidin-4-yl)phenyl)(2-methoxyethyl)-λ6-sulfanone